COC([C@@H](NC(=O)OC(C)(C)C)CCC(NC1(CC1)CC1=CC=CC=C1)=O)=O.FC1=C(C=C(C(=O)N[C@@H]2[C@H](CCCC2)O)C=C1)\C=C(\C=1C=NC=C(C1)F)/F 4-Fluoro-3-[(Z)-2-fluoro-2-(5-fluoropyridin-3-yl)vinyl]-N-[(1s,2s)-2-hydroxycyclohexyl]benzamide methyl-N5-(1-benzylcyclopropyl)-N2-(tert-butoxycarbonyl)-L-glutaminate